5-(2-chloro-4-fluorophenyl)-3-((2-methoxyethyl)amino)-4H-benzo[e][1,2,4]thiadiazine 1,1-dioxide ClC1=C(C=CC(=C1)F)C1=CC=CC2=C1NC(=NS2(=O)=O)NCCOC